5-bromo-6-methyl-1,3-dihydrobenzo[c]thiophene 2,2-dioxide BrC1=CC2=C(CS(C2)(=O)=O)C=C1C